C(C)(C)(C)C1=CC=C(C=C1)N1N=CC=2C1=NC(=NC2NC(=O)C=2SC(=CC2)[N+](=O)[O-])N2N=CC=C2 N-(1-(4-(tert-butyl)phenyl)-6-(1H-pyrazol-1-yl)-1H-pyrazolo[3,4-d]pyrimidin-4-yl)-5-nitrothiophene-2-carboxamide